Cl.NC1=C(C(=NC=N1)NC1=CC(=C2C(NC3(NN2C1=O)CCC3)=O)Cl)OC 7'-((6-amino-5-methoxypyrimidin-4-yl)amino)-5'-chlorospiro[cyclobutane-1,2'-pyrido[2,1-f][1,2,4]triazine]-4',8'(1'H,3'H)-dione hydrochloride